FC1([C@@H](C1)C(=O)C=1N=C2N(N1)[C@@H](C[C@@H]2F)C2=CC=CC=C2)F [(1S)-2,2-Difluorocyclopropyl]-[(5S,7S)-7-fluoro-5-phenyl-6,7-dihydro-5H-pyrrolo[1,2-b][1,2,4]triazol-2-yl]methanon